CC1C(C=2CC3=CC(=CC=C3C2C=C1C)C)=O 2,3,7-trimethyl-9H-fluorenone